CC1=C(C=CC(=C1)C)C1=CC=C(C=C1)N 2',4'-dimethylbiphenyl-4-amine